NCC1=CC(=C(C=C1)C=1N(C2SC3=C(N2C1)C=CC=C3)CCCN3CCCCC3)C3CC3 2-(4-(aminomethyl)-2-cyclopropylphenyl)-N-(3-(piperidin-1-yl)propyl)benzo[d]imidazo[2,1-b]thiazole